NC1=NN2C(C=C(C=C2)C2=C3C=NN(C3=CC(=C2)C(=O)NCC2=C(C=CC(=C2)F)OCC2CC2)C)=N1 4-(2-amino-[1,2,4]triazolo[1,5-a]pyridin-7-yl)-N-(2-(cyclopropylmethoxy)-5-fluorobenzyl)-1-methyl-1H-indazole-6-carboxamide